OCC1=C(C=CC2=CC=CC=C12)B(O)O 1-(HYDROXYMETHYL)NAPHTHALENE-2-BORONIC ACID